[(3,5-difluorophenyl)methyl]({2-[(9R)-9-(pyridin-4-yl)-6-oxaspiro[4.5]decan-9-yl]ethyl})amine FC=1C=C(C=C(C1)F)CNCC[C@]1(CCOC2(CCCC2)C1)C1=CC=NC=C1